C(#N)C1(CN(CC1)C(=O)NC=1SC(=C(N1)C1=CC(=CC=C1)C#N)C1=CC(=NC(=C1)C1COC1)C)C 3-cyano-N-[4-(3-cyanophenyl)-5-[2-methyl-6-(oxetan-3-yl)-4-pyridinyl]thiazol-2-yl]-3-methyl-pyrrolidine-1-carboxamide